3-chloro-1-ethyl-N-[(1s,4s)-4-{[2-(trifluoromethyl)imidazo[1,2-a]pyridin-5-yl]amino}cyclohexyl]-1H-pyrazole-4-carboxamide ClC1=NN(C=C1C(=O)NC1CCC(CC1)NC1=CC=CC=2N1C=C(N2)C(F)(F)F)CC